C[C@H]1NC[C@@H]1CS(=O)(=O)C (2R,3S)-2-methyl-3-(Methylsulfonylmethyl)azetidine